NC=1C(=C(C(=C(C(=O)NC2=C(C=CC(=C2)C#CC2=CC=C(C=C2)F)N2C[C@@H](N(CC2)C)C)C1)Cl)C)F (S)-5-amino-2-chloro-N-(2-(3,4-dimethylpiperazin-1-yl)-5-((4-fluorophenyl)ethynyl)phenyl)-4-fluoro-3-methylbenzamide